N[C@@H]1C[C@@H](N(CC1)C(=O)OC(C)(C)C)C tert-butyl (2S,4S)-4-amino-2-methyl-piperidine-1-carboxylate